C(C=C)(=O)OCCC[Si](Cl)(Cl)Cl acryloyloxy-propyl-trichlorosilane